O=C1NC(CCC1N1C=C2C=C(C(=CC2=C1)F)N1CCC2(CC1)CCN(CC2)CC2CCN(CC2)C2=C(C=C(C(=C2)OC)[N+](=O)[O-])C=2C=NN(C2)C)=O 2-(2,6-dioxopiperidin-3-yl)-5-fluoro-6-(9-((1-(5-methoxy-2-(1-methyl-1H-pyrazol-4-yl)-4-nitrophenyl)piperidin-4-yl)methyl)-3,9-diazaspiro[5.5]undecan-3-yl)isoindole